FC=1C(=C(C2=CC=CC=C2C1NS(=O)(=O)CC(F)(F)F)OC=1N=C(SC1C1=NC(=NC=C1)N[C@@H]1CN(CCC1)C(=O)OC(C)(C)C)C)C tert-butyl (3S)-3-[[4-[4-[[3-fluoro-2-methyl-4-(2,2,2-trifluoroethylsulfonylamino)-1-naphthyl]oxy]-2-methyl-thiazol-5-yl]pyrimidin-2-yl]amino]piperidine-1-carboxylate